FC(OC1=C(C=C(C=C1)C1=CN=C2N1C=CN=C2NC2=CC(=C(C(=O)N(C1CCNCC1)C)C=C2)C)F)F 4-[[3-[4-(difluoromethoxy)-3-fluorophenyl]imidazo[1,2-a]pyrazin-8-yl]amino]-N,2-dimethyl-N-piperidin-4-ylbenzamide